N1=C(N=CC=C1)OC(NC)=O pyrimidin-2-yl-methyl-carbamate